heptamethylenebis-biguanide N(C(=N)NC(=N)N)CCCCCCCNC(=N)NC(=N)N